6-((1R,5S,6r)-3-oxabicyclo[3.1.0]hexan-6-yl)-2-(2-fluorobenzyl)-3-vinyl-2,6-dihydro-7H-pyrazolo[3,4-d]pyridazin-7-one [C@H]12COC[C@@H]2C1N1N=CC=2C(C1=O)=NN(C2C=C)CC2=C(C=CC=C2)F